C(=O)(O)C1CC2=CC(=CC=C2CC1)OC1=CC=CC2=CC=CC(=C12)C 2-carboxy-7-((8-methylnaphthalen-1-yl)oxy)-1,2,3,4-tetrahydronaphthalen